ClC1=CC=C(COC2=CC=CC(=N2)C2=CC(=C(CC3=NC4=C(N3[C@@H]3COCC3(C)C)C=C(C=C4)C(=O)O)C=C2F)F)C=C1 (S)-2-(4-(6-((4-chlorobenzyl)oxy)pyridin-2-yl)-2,5-difluorobenzyl)-1-(4,4-dimethyltetrahydrofuran-3-yl)-1H-benzo[d]imidazole-6-carboxylic acid